COC1=C(C=C2C=NC(=NC2=C1)C)OCCOC 7-methoxy-6-(2-methoxyethoxy)-2-methylquinazoline